2-chloro-1,1,2-trifluoroethyl-difluoromethyl ether ClC(C(F)(F)C(F)(F)OC(C(C(Cl)F)(F)F)(F)F)F